N-((1H-benzo[d]imidazol-2-yl)methyl)-1-(3-(4-methoxyphenyl)-1,2,4-oxadiazol-5-yl)piperidine-4-carboxamide N1C(=NC2=C1C=CC=C2)CNC(=O)C2CCN(CC2)C2=NC(=NO2)C2=CC=C(C=C2)OC